C1CCC12CN(CC2)CCO[C@H](C)C2=CC=C(C=N2)C2=CC=1C3=C(N=NC1C=C2)N(C(N3C(C)C)=O)C (R)-8-(6-(1-(2-(6-azaspiro[3.4]octan-6-yl)ethoxy)ethyl)pyridin-3-yl)-1-isopropyl-3-methyl-1H-imidazo[4,5-c]cinnolin-2(3H)-one